1-[1-(isopropylsulfonyl)piperidin-4-yl]-3-(9-methyl-5,6,8,9,10,11-hexahydro-7H-5,9:7,11-dimethanobenzo[9]annulen-7-yl)urea C(C)(C)S(=O)(=O)N1CCC(CC1)NC(=O)NC12CC3C4=C(C(CC(C1)(C3)C)C2)C=CC=C4